3-(6-([1,4'-bipiperidin]-4-yl)benzo[d]isoxazol-3-yl)piperidine-2,6-dione N1(CCC(CC1)C1=CC2=C(C(=NO2)C2C(NC(CC2)=O)=O)C=C1)C1CCNCC1